ClC1=C(C(=CC=C1)Cl)/C=C/C(/C)=N/OCC1=C(C=CC=C1)\C(\C(=O)NC)=N/OC (2E)-2-{2-[({[(2E,3E)-4-(2,6-dichloro-phenyl)but-3-en-2-ylidene]amino}oxy)methyl]phenyl}-2-(methoxyimino)-N-methylethanamide